BrC=1C=C(C2=C(NC(O2)=O)C1)F 5-Bromo-7-fluorobenzoxazol-2(3H)-one